2-((2'-(3,5-difluoro-2,6-dimethoxypyridin-4-yl)-3'-oxo-2',3'-diHydro-1'H-spiro[cyclopropane-1,4'-[2,7]naphthyridine]-6'-yl)-amino)-4-(4-morpholinopiperidin-1-yl)benzene FC=1C(=NC(=C(C1N1CC2=CN=C(C=C2C2(C1=O)CC2)NC2=CC=CC(=C2)N2CCC(CC2)N2CCOCC2)F)OC)OC